4-(2-chloro-5-methoxy-4-pyridinyl)-N-[6-(4-cyano-1-piperidinyl)thiazolo[4,5-b]pyrazin-2-yl]-6-methyl-pyridine-3-carboxamide ClC1=NC=C(C(=C1)C1=C(C=NC(=C1)C)C(=O)NC=1SC=2C(=NC=C(N2)N2CCC(CC2)C#N)N1)OC